2-[3,5-dichloro-4-(4-methoxy-3-methylsulfonyl-phenoxy)phenyl]-6-(difluoromethyl)-1,2,4-triazine-3,5-dione ClC=1C=C(C=C(C1OC1=CC(=C(C=C1)OC)S(=O)(=O)C)Cl)N1N=C(C(NC1=O)=O)C(F)F